(3aR,4S,5R,7S,7aR)-octahydro-1H-4,7-methanoinden C1CC[C@@H]2[C@H]3CC[C@H]([C@@H]12)C3